ClC=1C(=C(C=C(C1)F)[C@H](C)N)COC=1C=CC=C2C(=CC(=NC12)C)N1N=C(N=C1)C (S)-1-(3-chloro-5-fluoro-2-((2-methyl-4-(3-methyl-1H-1,2,4-triazol-1-yl)quinolin-8-yloxy)methyl)phenyl)ethylamine